ethyl (S)-2-((t-butoxy-carbonyl)amino)-3-(4-(4-(4-(8-chloro-5,6-dihydro-11H-benzo-[5,6]cyclohepta[1,2-b]pyridin-11-ylidene)-piperidin-1-yl)butoxy)-phenyl)propanoate C(C)(C)(C)OC(=O)N[C@H](C(=O)OCC)CC1=CC=C(C=C1)OCCCCN1CCC(CC1)=C1C2=C(CCC=3C1=NC=CC3)C=C(C=C2)Cl